ClC=1C=NC=C(C1[C@@H](C)OC=1C=C2C(=NNC2=CC1OC)I)Cl (R)-5-(1-(3,5-dichloropyridin-4-yl)ethoxy)-3-iodo-6-methoxy-1H-indazole